COC1=C(C(=O)P(C(C)(C)C)(C(C2=C(C=CC=C2OC)OC)=O)=O)C(=CC=C1)OC bis(2,6-dimethoxybenzoyl)-tert-butylphosphine oxide